C1(CC1)NC(C1=C(C=C(C=C1C)NC1=NN2C(C=C(C=C2)C2=CC(=NC=C2OCC(C)(C)O)C)=C1)C)=O N-cyclopropyl-4-[[5-[5-(2-hydroxy-2-methyl-propoxy)-2-methyl-4-pyridyl]pyrazolo[1,5-a]pyridin-2-yl]amino]-2,6-dimethyl-benzamide